1-(4-methoxynaphthalene-1-yl)-2-(4-methoxyphenyl)ethane COC1=CC=C(C2=CC=CC=C12)CCC1=CC=C(C=C1)OC